NC=1C=C(C(C)=CC1N)N p-aminotoluene-2,5-diamine